C(C)N1N=C(C=C1C=1C=CC2=C(NC3=C(C=C(C=C23)C(=O)N)OC)N1)C (1-ethyl-3-methyl-1H-pyrazol-5-yl)-8-methoxy-9H-pyrido[2,3-b]indole-6-carboxamide